ClC=1C=C2C(=NC1)N(C=C2)C(C(=O)O)(C)C 2-(5-chloro-1H-pyrrolo[2,3-b]pyridin-1-yl)-2-methylpropanoic acid